1-{4-[4-(2-cyclopentylacetamido)-1H-1,2,3-triazol-1-yl]butyl}-N-{[3-(trifluoromethoxy)phenyl]methyl}-1H-1,2,3-triazole-4-carboxamide C1(CCCC1)CC(=O)NC=1N=NN(C1)CCCCN1N=NC(=C1)C(=O)NCC1=CC(=CC=C1)OC(F)(F)F